BrC1=CC=CC(=N1)NC(CO)(C)C 2-((6-Bromopyridin-2-yl)amino)-2-methyl-1-propanol